C(CCC)NCC(=O)O N-(butyl)glycine